(2r,3r,4r,5s)-2-methyl-1-((1-(4-(trifluoromethyl)phenyl)piperidin-4-yl)methyl)piperidin-3,4,5-triol C[C@H]1N(C[C@@H]([C@H]([C@@H]1O)O)O)CC1CCN(CC1)C1=CC=C(C=C1)C(F)(F)F